benzyl-1-(2-(4-(difluoromethyl)phenyl)acetyl)spiro[indoline-3,4'-piperidine] C(C1=CC=CC=C1)N1CCC2(CC1)CN(C1=CC=CC=C12)C(CC1=CC=C(C=C1)C(F)F)=O